trans-1-(6-((3,5-difluorophenyl)amino)pyrimidin-4-yl)-4-(3,4-Dihydroisoquinolin-2(1H)-yl)piperidin-3-ol FC=1C=C(C=C(C1)F)NC1=CC(=NC=N1)N1C[C@H]([C@@H](CC1)N1CC2=CC=CC=C2CC1)O